C(#N)C1=C(C(=CC=C1)N1CCN(CC1)C(C)C)NC(=O)N1C[C@](CC1)(OC1=CC=CC=C1)C (3S)-N-[2-cyano-6-(4-isopropylpiperazin-1-yl)phenyl]-3-methyl-3-phenoxypyrrolidine-1-carboxamide